2-(3,4-dimethoxyphenyl)-7-(r-isobutyl-[1,4'-bipiperidin]-4-yl)-5,6,7,8-tetrahydroimidazo[1,2-a]pyridine COC=1C=C(C=CC1OC)C=1N=C2N(CCC(C2)C2C[C@H](N(CC2)C2CCNCC2)CC(C)C)C1